FC1=CC(=CC2=C1C=C(O2)C(=O)NS(=O)(=O)C2=CC=CC=1CCCCC21)N2CC(C2)F 4-Fluoro-6-(3-fluoroazetidin-1-yl)-N-(5,6,7,8-tetrahydronaphthalene-1-sulfonyl)-1-benzofuran-2-carboxamide